(1S,3S,5S)-2-azabicyclo[3.1.0]hexane-3-carboxamide [C@H]12N[C@@H](C[C@@H]2C1)C(=O)N